[(3S)-3-[(3R)-3-aminopyrrolidine-1-carbonyl]pyrrolidin-1-yl]-(4,5-dichloro-1H-indol-2-yl)methanone N[C@H]1CN(CC1)C(=O)[C@@H]1CN(CC1)C(=O)C=1NC2=CC=C(C(=C2C1)Cl)Cl